O=C(/C(=C/C(C1=CC=CC=C1)=O)/NC(CCC)=O)C1=CC=CC=C1 (Z)-N-(1,4-dioxo-1,4-diphenyl-but-2-en-2-yl)butyramide